FC(C12CC(C1)(C2)C2=C(CC(CC2)(C)C)C=O)F 2-(3-(difluoromethyl)bicyclo[1.1.1]pentan-1-yl)-5,5-dimethylcyclohex-1-enecarbaldehyde